4-ethyl-sulfinyl-phenylboronic acid C(C)S(=O)C1=CC=C(C=C1)B(O)O